(S)-(4-(6-(trifluoromethyl)pyridin-3-yl)morpholin-2-yl)methanol FC(C1=CC=C(C=N1)N1C[C@H](OCC1)CO)(F)F